N-((3R,4S)-4-((2-(2,6-dichloro-3,5-dimethoxyphenyl)-4-(((1-methyl-1H-pyrazol-4-yl)methyl)amino)pyrido[3,4-d]pyrimidin-6-yl)amino)tetrahydrofuran-3-yl)acrylamide ClC1=C(C(=C(C=C1OC)OC)Cl)C=1N=C(C2=C(N1)C=NC(=C2)N[C@H]2[C@H](COC2)NC(C=C)=O)NCC=2C=NN(C2)C